ClC=1C(=C2C=NNC2=C(C1F)C(C)NC(CC)=O)C1=CC=2N(C=C1)N=C(C2)NC(=O)C2C(C2)F N-(5-(5-chloro-6-fluoro-7-(1-propionamidoethyl)-1H-indazol-4-yl)pyrazolo[1,5-a]pyridin-2-yl)-2-fluorocyclopropane-1-carboxamide